[Sn]=O.[Sn] tin-tin-oxide